4-[(1S)-1-(2-chloro-5,6-dimethyl-pyrimidin-4-yl)oxyethyl]benzonitrile ClC1=NC(=C(C(=N1)O[C@@H](C)C1=CC=C(C#N)C=C1)C)C